FC=1C(=NC(=NC1)N[C@@H]1[C@@H](CN(CC1)S(=O)(=O)C)C)C1=C(C2=C(C3(NC2=O)CC3)S1)C 2'-(5-Fluoro-2-(((3R,4S)-3-methyl-1-(methylsulfonyl)piperidin-4-yl)amino)pyrimidin-4-yl)-3'-methylspiro[cyclopropane-1,6'-thieno[2,3-c]pyrrol]-4'(5'H)-one